BrC=1C=CC=C2CN(C(C12)=O)CC(=O)NCC(F)(F)F 2-(7-bromo-1-oxo-isoindolin-2-yl)-N-(2,2,2-trifluoroethyl)acetamide